C1(=CC=CC=C1)N1C=NC=C1 1-Phenylimidazol